O=C1N(C=C(N1)C(=O)O)C1=CC=CC=C1 2-oxo-1-phenyl-2,3-dihydro-1H-imidazole-4-carboxylic acid